(3E)-8-chloro-3-octen-1-ol ClCCCC/C=C/CCO